C(CCCCC)C1C(C1)COC(CCC(=O)O)OCC1C(C1)CCCCCC 4,4-bis((2-hexylcyclopropyl)methoxy)butanoic acid